3-cyclopentyl-5-methyl-3,4-dihydroacridine-1,9(2H,10H)-dione C1(CCCC1)C1CC(C=2C(C3=CC=CC(=C3NC2C1)C)=O)=O